O[C@@H](C1=CC2=C(C(=NO2)NS(=O)(=O)C2=C(C=CC=C2OC)OC)C(=C1)OC)C=1OC=CN1 |o1:1| N-{6-[(S*)-hydroxy(1,3-oxazol-2-yl)methyl]-4-methoxy-1,2-benzoxazol-3-yl}-2,6-dimethoxybenzenesulfonamide